O=C1N(C(C2C3C=CC(C12)C3)=O)C3=CC=C(C(=O)NC=1C=CC=C2C=CC=NC12)C=C3 4-(1,3,3a,4,7,7a-hexahydro-1,3-dioxo-4,7-methylene-2H-isoindol-2-yl)-N-8-quinolinyl-benzamide